5-[9-[4-(4-aminophenyl)piperazin-1-yl]-3-azaspiro[5.5]undecan-3-yl]-N-(2,6-dioxo-3-piperidyl)-2-fluoro-benzamide NC1=CC=C(C=C1)N1CCN(CC1)C1CCC2(CCN(CC2)C=2C=CC(=C(C(=O)NC3C(NC(CC3)=O)=O)C2)F)CC1